CC1(CCC=2C1=NC1=C(C2NC(=O)N=S(=O)(N)C2=NN(C(=C2)CO)CC)CCC1)C N'-((3,3-dimethyl-1,2,3,5,6,7-hexahydrodicyclopenta[b,e]pyridin-8-yl)carbamoyl)-1-ethyl-5-(hydroxymethyl)-1H-pyrazole-3-sulfonimidamide